N1=C(C=CC=C1)C1=NC=C(C=N1)OCC(=O)N 2-((2-(pyridin-2-yl)pyrimidin-5-yl)oxy)acetamide